C1(C=2C(C(N1N1CC1)=O)=CC=CC2)=O cis-N-Phthalimidoaziridine